OC1=C(C=CC(=C1)O)C(\C=C\C1=CC=C(C=C1)OC)=O (E)-1-(2,4-Dihydroxyphenyl)-3-(4-methoxyphenyl)prop-2-en-1-one